3-((2S,4R)-1-(tert-butoxycarbonyl)-4-((tert-butyldiphenylsilyl)oxy)pyrrolidin-2-yl)propiolic acid C(C)(C)(C)OC(=O)N1[C@@H](C[C@H](C1)O[Si](C1=CC=CC=C1)(C1=CC=CC=C1)C(C)(C)C)C#CC(=O)O